BrCCCCCC[P+](C1=CC=CC=C1)(C1=CC=CC=C1)C1=CC=CC=C1 (6-bromohexyl)triphenylphosphonium